tert-butyl (1R,2S,5S)-3-benzyl-2-(((tert-butyldimethylsilyl)oxy)methyl)-3,8-diazabicyclo[3.2.1]octane-8-carboxylate C(C1=CC=CC=C1)N1[C@@H]([C@H]2CC[C@@H](C1)N2C(=O)OC(C)(C)C)CO[Si](C)(C)C(C)(C)C